C(#N)CC1(CN(C1)C1CCNCC1)N1CCC(=CC1)C1=C2C(=NC(=C1)NC(=O)C1CC1)NC=C2 N-(4-(1-(3-(cyanomethyl)-1-(piperidin-4-yl)azetidin-3-yl)-1,2,3,6-tetrahydropyridin-4-yl)-1H-pyrrolo[2,3-b]pyridin-6-yl)cyclopropylcarboxamide